C(C)C1=NC(=C(N=C1C)C)CC 2,6-Diethyl-3,5-dimethylpyrazin